ClC=1C=2N(C=C(C1)C=1N=C3N(C(C1)=O)C=C(C=C3)N3C[C@@H](N(CC3)C3CC3)C)C=C(N2)C 2-(8-chloro-2-methylimidazo[1,2-a]pyridin-6-yl)-7-[(3S)-4-cyclopropyl-3-methylpiperazin-1-yl]-4H-pyrido[1,2-a]pyrimidin-4-one